((S)-cyclopropyl(4-fluorophenyl)methyl)-2-(2,6-dioxopiperidin-3-yl)-1-oxoisoindoline-5-carboxamide C1(CC1)[C@@H](C1=CC=C(C=C1)F)C1N(C(C2=CC=C(C=C12)C(=O)N)=O)C1C(NC(CC1)=O)=O